C1(CC1)C1=NC2=CC=C(C=C2C=C1)C1=CN=C(O1)[C@H](CCCCCC(CC)=O)NC(=O)[C@H]1CC12CCN(CC2)C (S)-N-((S)-1-(5-(2-Cyclopropylchinolin-6-yl)oxazol-2-yl)-7-oxononyl)-6-methyl-6-azaspiro[2.5]octan-1-carboxamid